O1C=C(C=C1)C(=O)NC=1C=C2C(=CNC2=CC1)C=1CCN(CC1)C(C)C 5-(3-furoyl)amino-3-(1-isopropyl-1,2,3,6-tetrahydropyridin-4-yl)-1H-indole